2-(4-phenoxyphenyl)ethanol O(C1=CC=CC=C1)C1=CC=C(C=C1)CCO